COC(=O)C=1C(N(C2=CC(=CC=C2C1N)C(F)F)C1=C2C=CN=C(C2=CC=C1)Cl)=O 4-Amino-1-(1-chloroisoquinolin-5-yl)-7-(difluoromethyl)-2-oxo-1,2-dihydroquinoline-3-carboxylic acid methyl ester